3-methyl-1H-imidazol-3-ium chlorid [Cl-].C[N+]1=CNC=C1